[3-[3-(2,3-dichlorophenyl)-1H-pyrazolo[3,4-b]pyrazin-6-yl]-7-(1,2-oxazol-3-yl)-3-azabicyclo[4.1.0]heptan-7-yl]methanamine ClC1=C(C=CC=C1Cl)C1=NNC2=NC(=CN=C21)N2CC1C(C1CC2)(C2=NOC=C2)CN